C(=C)C1=CC=C(CN2C(NC(C2=O)(C)C)=O)C=C1 3-(4'-vinylbenzyl)-5,5-dimethyl-hydantoin